hexacosyl n-octanoate C(CCCCCCC)(=O)OCCCCCCCCCCCCCCCCCCCCCCCCCC